4-[3-(1-ethyl-3-methyl-1H-pyrazol-5-yl)-1H-1,2,4-triazol-5-yl]-1-[2-(3-hydroxy-3-methylazetidin-1-yl)ethyl]-1H-indazole-6-carboxamide C(C)N1N=C(C=C1C1=NNC(=N1)C1=C2C=NN(C2=CC(=C1)C(=O)N)CCN1CC(C1)(C)O)C